cobalt-tungsten oxide [W]=O.[Co]